NCCN1[C@@H]2[C@](CC1)([C@H](NC2)C(=O)O)CCCB(O)O (3aR,4S,6aR)-1-(2-aminoethyl)-3a-(3-boronopropyl)octahydropyrrolo[3,4-b]pyrrole-4-carboxylic acid